F[C@@H]1C[C@]12CN(C(C1=CC=C(C=C21)C2(CC2)F)=O)CC(=O)O 2-((1S,2R)-2-fluoro-6'-(1-fluorocyclopropyl)-1'-oxo-1'H-spiro[cyclopropane-1,4'-isoquinolin]-2'(3'H)-yl)acetic acid